[Pb](I)(I)(I)I Lead tetraiodide